(E)-4-((hydroxyimino)methyl)benzonitrile O\N=C\C1=CC=C(C#N)C=C1